[Na].OCC1=C(C=CC(=C1)S)S 2-hydroxymethyl-4-sulfydryl-thiophenol sodium salt